C(C1=CC=CC=C1)C=1C(OC2=CC(=CC=C2C1C)OCC(CNC1=CC=CC=C1)O)=O 3-benzyl-7-(2-hydroxy-3-(phenylamino)propoxy)-4-methyl-2H-chromen-2-one